(1S,3S)-3-((6-(5-chloro-3-((((4-nitrophenoxy)carbonyl)oxy)methyl)thiophen-2-yl)-2-methylpyridin-3-yl)oxy)cyclohexane-1-carboxylic acid Methyl ester COC(=O)[C@@H]1C[C@H](CCC1)OC=1C(=NC(=CC1)C=1SC(=CC1COC(=O)OC1=CC=C(C=C1)[N+](=O)[O-])Cl)C